(4-(5-(3,5-dichlorophenyl)-5-(tri-fluoromethyl)-4,5-dihydroisoxazol-3-yl)-2-methylbenzoyl)glycine ClC=1C=C(C=C(C1)Cl)C1(CC(=NO1)C1=CC(=C(C(=O)NCC(=O)O)C=C1)C)C(F)(F)F